N1N=CN=C1CNC(=O)C=1C(=C2C(=NC1)SC(=C2)C2=CN=CS2)NC2COC2 N-((1H-1,2,4-Triazol-5-yl)methyl)-4-(oxetan-3-ylamino)-2-(thiazol-5-yl)thieno[2,3-b]pyridin-5-carboxamid